C1=C2C3=C(C=NC2=CC=C1)C1=CC=CC=C1N3 11H-indolo[3,2-c]quinoline